Br[C@H]1[C@@H]2N(C([C@H]1CC2=C(F)F)=O)C(=O)OC(C)(C)C tert-butyl (1R,4R,7R)-(+)-7-Bromo-6-(difluoromethylene)-3-oxo-2-azabicyclo[2.2.1]heptane-2-carboxylate